5-(1-propynyl)-cytidine C(#CC)C=1C(=NC(N([C@H]2[C@H](O)[C@H](O)[C@@H](CO)O2)C1)=O)N